C(C\C=C/CC)OC(=COC1=C(C(=O)OC)C=CC=C1)C1=CC=CC=C1 methyl 2-((2-(((Z)-hex-3-en-1-yl)oxy)-2-phenylvinyl)oxy)benzoate